1-(tetrahydrofuran-3-yl)-1H-pyrazolo[4,3-b]Pyridine-5-carboxylic acid methyl ester COC(=O)C1=CC=C2C(=N1)C=NN2C2COCC2